tert-butyl ((1r,4r)-4-((2-(5-(4-fluoro-2-(isopropyl(methyl)carbamoyl)phenoxy)pyrimidin-4-yl)-2,7-diazaspiro[3.5]nonan-7-yl)methyl)cyclohexyl)carbamate FC1=CC(=C(OC=2C(=NC=NC2)N2CC3(C2)CCN(CC3)CC3CCC(CC3)NC(OC(C)(C)C)=O)C=C1)C(N(C)C(C)C)=O